Cl.CN(C(CNC(=O)N1CC2=CC=C(C=C2C1)F)C1=CC=CC=C1)C N-(2-(dimethylamino)-2-phenylethyl)-5-fluoroisoindoline-2-carboxamide hydrochloride